methyl 4-{[2-(4-bromo-2-fluorophenyl)acetyl]amino}-3-(2-methoxyethylamino)benzoate BrC1=CC(=C(C=C1)CC(=O)NC1=C(C=C(C(=O)OC)C=C1)NCCOC)F